diisopropyl-(bis(p-tolylthio)methyl)silane C(C)(C)[SiH](C(SC1=CC=C(C=C1)C)SC1=CC=C(C=C1)C)C(C)C